N-isopentylbenzene-1,4-diamine C(CC(C)C)NC1=CC=C(C=C1)N